9-([1,1':3',1''-terphenyl]-3-yl)anthracene C1(=CC(=CC=C1)C=1C2=CC=CC=C2C=C2C=CC=CC12)C1=CC(=CC=C1)C1=CC=CC=C1